3-hydroxypropylmethacrylate OCCCOC(C(=C)C)=O